pinanediol isobutylboronate C(C(C)C)B(O)O.C12(C(CCC(C1(C)C)C2)(C)O)O